C(CC)NC(O[C@@H]1C[C@@H](CC1)C1=CC(=NN1)NC(CC=1N=CNC1)=O)=O (1S,3R)-3-{3-[(1H-imidazol-4-ylacetyl)amino]-1H-pyrazol-5-yl}cyclopentyl propylcarbamate